C(C)OC(=O)C1=NOC2=C1C=C(C=C2)Cl 5-chlorobenzo[d]isoxazole-3-carboxylic acid ethyl ester